CC1=NC=CC2=C1CC(C2)CNCCC2CN(C(O2)=O)C2=NC1=C(OCC(N1)=O)N=C2 6-[5-[2-[(1-methyl-6,7-dihydro-5H-cyclopenta[c]pyridin-6-yl)methylamino]ethyl]-2-oxo-1,3-oxazolidin-3-yl]-4H-pyrazino[2,3-b][1,4]oxazin-3-one